CC1=C(C=C(C=C1)C)PCC (2,5-dimethylphenylphosphino)ethane